(3R,8R*)-N-(2-(Difluoromethyl)-3-fluoropyridin-4-yl)-8,11,11-trifluoro-8-(hydroxymethyl)-3-methyl-3,4,8,9,10,11-hexahydro-1H-pyrido[4',3':3,4]pyrazolo[1,5-a]azepine-2(7H)-carboxamide FC(C1=NC=CC(=C1F)NC(=O)N1CC=2C(=NN3C2C(CC[C@@](C3)(CO)F)(F)F)C[C@H]1C)F |o1:22|